COC([O-])=O.C12(CC3CC(CC(C1)C3)C2)[N+](C)(C)C adamantyl-trimethyl-ammonium monomethyl-carbonate salt